FC1=C(C=C2C(C(=CN3C2=C1CCC3)CN([C@@H]3CN(CCC3)C=3C=NC(=CC3)[N+](=O)[O-])CC3=CC(=NC=C3)OC)=O)F (S)-8,9-difluoro-2-((((2-methoxypyridin-4-yl)methyl)(1-(6-nitropyridin-3-yl)piperidin-3-yl)amino)methyl)-6,7-dihydro-1H,5H-pyrido[3,2,1-ij]quinolin-1-one